ClC1=C2C(N(C(NC2=C(C=C1)S(=O)(=O)C1=CC=C2C=NN(C2=C1)[C@@H]1C[C@H](CC1)N(C)C)=O)O)=O 5-chloro-8-((1-((1S,3S)-3-(dimethylamino)cyclopentyl)-1H-indazol-6-yl)sulfonyl)-3-hydroxyquinazoline-2,4(1H,3H)-dione